C(C)(C)(C)C1=C(C(=CC=C1O)C)C(C)(C)C 2,3-ditert-butyl-4-cresol